N-ethyl-N-(2-methoxyethyl)carbamoyl chloride C(C)N(C(=O)Cl)CCOC